FC=1C=C(CC=2C=C(N=NC2)N2N=CC=3C(NCCC32)=O)C=C(C1)C(F)(F)F 1-(5-(3-fluoro-5-(trifluoromethyl)benzyl)pyridazin-3-yl)-1,5,6,7-tetrahydro-4H-pyrazolo[4,3-c]pyridin-4-one